(S)-1-(4-(4-fluoro-2-methylphenyl)piperidin-1-yl)-2-(3-(2-(hydroxymethyl)morpholine-4-carbonyl)-5,6-dihydrocyclopenta[c]pyrazol-1(4H)-yl)ethanone FC1=CC(=C(C=C1)C1CCN(CC1)C(CN1N=C(C2=C1CCC2)C(=O)N2C[C@H](OCC2)CO)=O)C